4-{[6-(2-chlorophenyl)-5-oxo-5,6-dihydroimidazo[1,2-a]pyrimido[5,4-e]pyrimidin-2-yl]amino}-N-(pyridin-4-yl)benzamide ClC1=C(C=CC=C1)N1C=2N(C3=C(C1=O)C=NC(=N3)NC3=CC=C(C(=O)NC1=CC=NC=C1)C=C3)C=CN2